N1=NC(=CC=C1)CNC(=O)[C@@H]1CC12CCN(CC2)C(=O)OC(C(F)(F)F)C(F)(F)F |o1:10| 1,1,1,3,3,3-hexafluoro-propan-2-yl (R or S)-1-((pyridazin-3-ylmethyl)carbamoyl)-6-azaspiro[2.5]-octane-6-carboxylate